N[C@@H](CC(=O)O)C1=CC(=CC=C1)C(F)(F)F (S)-3-amino-3-(3-(trifluoromethyl)phenyl)propanoic acid